Cl.N[C@H](C(=O)N=S(C=1SC=CC1C=C)(=O)N)CC(C)C (2S)-2-amino-N-(amino(oxo)(3-vinylthiophen-2-yl)-λ6-sulfanylidene)-4-methylpentanamide hydrochloride